NC1=NC=CC=C1C1=NC=2C(=NC(=CC2)C2=NC=C(C=N2)OC)N1C1=CC=C(CN2CCC(CC2)NC2=NC(=NC=C2)C#N)C=C1 4-((1-(4-(2-(2-aminopyridin-3-yl)-5-(5-methoxypyrimidin-2-yl)-3H-imidazo[4,5-b]pyridin-3-yl)benzyl)piperidin-4-yl)amino)pyrimidine-2-carbonitrile